ethyl 5'-(4-fluorophenyl)-3'-isopropyl-1H,3'H-[2,4'-biimidazole]-4-carboxylate FC1=CC=C(C=C1)C1=C(N(C=N1)C(C)C)C=1NC=C(N1)C(=O)OCC